dimethyl-(2,4-pentanedionyl)gallium C[Ga](CC(CC(C)=O)=O)C